N-(2,4-dimethoxybenzyl)-4-(4-(trifluoromethyl)phenyl)oxazol-2-amine COC1=C(CNC=2OC=C(N2)C2=CC=C(C=C2)C(F)(F)F)C=CC(=C1)OC